FC1=C2C(CNCC2=CC(=C1)OC)O 5-fluoro-7-methoxy-1,2,3,4-tetrahydroisoquinolin-4-ol